COCCN1C[C@@H](CCC1)NC(=O)C=1C=2C[C@@H]3[C@H](C2N(N1)C1=C(C=C(C=C1)F)F)C3 (1aR,5aR)-2-(2,4-Difluoro-phenyl)-1a,2,5,5a-tetrahydro-1H-2,3-diaza-cyclopropa[a]pentalene-4-carboxylic acid [(R)-1-(2-methoxy-ethyl)-piperidin-3-yl]-amide